2-[5-bromo-2-(2,2-difluoroethyl)pyrazol-3-yl]-6-chloro-8-methyl-3,1-benzoxazin-4-one BrC=1C=C(N(N1)CC(F)F)C1=NC2=C(C(O1)=O)C=C(C=C2C)Cl